OCC(NCS(=O)(=O)O)(CO)CO N-[tris(hydroxymethyl)methyl]-aminomethanesulfonic acid